CC1=C(C=CC(=C1)C=1C=NC(=CC1)C)C1CN(C(O1)=O)CC1OCCCC1 5-(2-methyl-4-(6-methylpyridin-3-yl)phenyl)-3-((tetrahydro-2H-pyran-2-yl)methyl)oxazolidin-2-one